4-acetylphenylalanine C(C)(=O)C1=CC=C(C[C@H](N)C(=O)O)C=C1